Cl.NCC=1SC2=C(N1)C=C(C=C2)N(C)C 2-(Aminomethyl)-N,N-dimethylbenzo[d]thiazol-5-amine hydrochloride